(2R,4R)-6-chloro-4-hydroxy-N-(3-{4-[5-(trifluoromethyl)pyridin-2-yl]-1H-pyrazol-1-yl}bicyclo[1.1.1]pentan-1-yl)-3,4-dihydro-2H-1-benzopyran-2-carboxamide ClC=1C=CC2=C([C@@H](C[C@@H](O2)C(=O)NC23CC(C2)(C3)N3N=CC(=C3)C3=NC=C(C=C3)C(F)(F)F)O)C1